3-(4-(methoxymethyl)-1H-pyrazol-1-yl)pyrazolo[1,5-a]pyrimidine COCC=1C=NN(C1)C=1C=NN2C1N=CC=C2